C[C@@H]1N(C[C@H](N(C1)C(C)C1=CC=C2C=CC(=NC2=C1)C)C)C=1C=2N=C(N(C2N(C(N1)=O)C)CC)CC#N 2-(6-((2S,5R)-2,5-dimethyl-4-(1-(2-methylquinolin-7-yl)ethyl)piperazin-1-yl)-9-ethyl-3-methyl-2-oxo-3,9-dihydro-2H-purin-8-yl)acetonitrile